dipropylene glycol di(2-ethyl butyrate) C(C)C(C(=O)OC(C)COC(C)COC(C(CC)CC)=O)CC